ClC=1C=NC=C2C=C(C=NC12)[N+](=O)[O-] 8-chloro-3-nitro-1,6-naphthyridine